FC(C1=NN(C2=CC(=CC=C12)COC1=CC=CC(=N1)C1CCN(CC1)CC1=NC2=C(N1C[C@H]1OCC1)C=C(C=C2)C(=O)O)C)F (S)-2-((4-(6-((3-(difluoromethyl)-1-methyl-1H-indazole-6-yl)methoxy)pyridin-2-yl)piperidin-1-yl)methyl)-1-(oxetan-2-ylmethyl)-1H-benzo[d]imidazole-6-Carboxylic acid